FC(CN1N=CC=2C1=NC(=CN2)N2C[C@@H]1CN(CC[C@H]1C2)C2=NC=CC=C2C(F)(F)F)F [(3aR,7aR)-2-[1-(2,2-difluoroethyl)-1H-pyrazolo[3,4-b]pyrazin-6-yl]-octahydro-1H-pyrrolo[3,4-c]pyridin-5-yl]-3-(trifluoromethyl)pyridine